NC=1C(=CC=2C(N(C(C3=CC(=CC1C23)S(=O)(=O)[O-])=O)C(=O)NN)=O)S(=O)(=O)[O-] 6-amino-2-(hydrazincarbonyl)-1,3-dioxo-benzo[de]isoquinoline-5,8-disulfonate